bis(4-methylphenyl)-phenyl-hexafluoropropanesulfonate CC1=CC=C(C=C1)C=1C(=C(C=CC1)C(C(C(S(=O)(=O)[O-])(F)F)(F)F)(F)F)C1=CC=C(C=C1)C